C(=C(C)C)C1=CC(=CC=C1)C=C(C)C m-diisobutenylbenzene